ClC=1C=CC=2N(C1)C=C(N2)C(=O)N(C)[C@@H]2COCC=1NC(C=3C=C(C=CC3C12)F)=O (S)-6-chloro-N-(8-fluoro-6-oxo-1,4,5,6-tetrahydro-2H-pyrano[3,4-c]isoquinolin-1-yl)-N-methylimidazo[1,2-a]pyridine-2-carboxamide